Cl.N[C@@H](C(=O)OCCOC)CC=1C=NC=CC1 2-methoxyethyl (2R)-2-amino-3-(pyridine-3-yl)propanoate hydrochloride